FC(C(=O)O)(F)F.NCCCC#CC1=CC=CC=2N(C(N(C21)C)=O)C2C(NC(CC2)=O)=O 3-[4-(5-aminopent-1-yn-1-yl)-3-methyl-2-oxo-1,3-benzodiazol-1-yl]piperidine-2,6-dione trifluoroacetate